1-(4-chlorothiophen-2-yl)cyclopropanecarboximidamide ClC=1C=C(SC1)C1(CC1)C(N)=N